mono-2-hydroxyethyl terephthalate C(C1=CC=C(C(=O)[O-])C=C1)(=O)OCCO